3,6-dimethoxy-2',4',6'-tris(1-methylethyl)[1,1'-biphenyl] COC=1C=C(C(=CC1)OC)C1=C(C=C(C=C1C(C)C)C(C)C)C(C)C